N-[5-(2,2-difluoroethoxy)-4,6-dimethoxy-pyrimidin-2-yl]-5-(3-fluoro-2-pyridyl)-1H-pyrrole-3-sulfonamide FC(COC=1C(=NC(=NC1OC)NS(=O)(=O)C1=CNC(=C1)C1=NC=CC=C1F)OC)F